7-(3,4-dimethoxyphenyl)-N-(6-(4-methylpiperazine-1-carbonyl)pyridin-3-yl)pyrazolo[1,5-a]pyrimidine-2-carboxamide COC=1C=C(C=CC1OC)C1=CC=NC=2N1N=C(C2)C(=O)NC=2C=NC(=CC2)C(=O)N2CCN(CC2)C